FC=1C=C2C(=CC=NC2=CC1)C(=O)O 6-fluoroquinoline-4-carboxylic acid